FC=1C(=NC(=NC1)NC1=CC=C(C=N1)CN1CCO[C@@]2(CCN(C2)C(=O)OC)C1)C=1C=C(C2=C(N(C(=N2)C)C(C)C)C1)F methyl (S)-9-((6-((5-fluoro-4-(4-fluoro-1-isopropyl-2-methyl-1H-benzo[d]imidazol-6-yl)pyrimidin-2-yl)amino)pyridin-3-yl)methyl)-6-oxa-2,9-diazaspiro[4.5]decane-2-carboxylate